4-[5-(4-fluorophenyl)-3-piperidin-4-ylimidazol-4-yl]-2-methoxypyrimidine FC1=CC=C(C=C1)C1=C(N(C=N1)C1CCNCC1)C1=NC(=NC=C1)OC